Cl.C1(CC1)N(C)C (cyclopropyl)-N-methyl-methylamine hydrochloride